CN(C)[S+](N(C)C)N(C)C.[N+](=O)([O-])C1=C(C=CC=C1)O 2-nitrophenol tris(dimethylamino)sulfonium salt